[N+](=[N-])=CC(CC[C@@H](C(=O)OC(C)C)NC([C@H](C1=NC=NC=C1)OC)=O)=O isopropyl (S)-6-diazo-2-((S)-2-methoxy-2-(pyrimidin-4-yl)acetamido)-5-oxohexanoate